Cl.FC=1C=C(C=C(C1)C1=NN(C=C1)C1=CC=C(C=C1)F)CN (3-Fluoro-5-(1-(4-fluorophenyl)-1H-pyrazol-3-yl)phenyl)methanamine, hydrochloride salt